6-(6-ethynyl-4-methylpyridin-3-yl)-7-methyl-5-[4-(trifluoromethoxy)phenyl]-7H-pyrrolo[2,3-d]pyrimidin-4-amine C(#C)C1=CC(=C(C=N1)C1=C(C2=C(N=CN=C2N)N1C)C1=CC=C(C=C1)OC(F)(F)F)C